C1=CC=C2C(=C1)C(=O)C(=O)N2[N+](=O)[O-] nitroisatin